C1(=CC=CC=C1)CS(=O)(=O)OC1=C(O[C@](C1=O)([2H])C1=CC2=C(OC(O2)(F)F)C=C1)N (R)-2-amino-5-(2,2-difluorobenzo[d][1,3]dioxol-5-yl)-4-oxo-4,5-dihydrofuran-3-yl-5-d phenylmethanesulfonate